7-{[(2E)-3,7-dimethylocta-2,6-dien-1-yl]oxy}-7-oxoheptanoic acid C\C(=C/COC(CCCCCC(=O)O)=O)\CCC=C(C)C